FC1=C(C(=O)N(NC2=NC=C(C=C2)F)C(=O)N)C=CC(=C1)F (2,4-Difluorobenzoyl)-2-(5-fluoropyridin-2-yl)hydrazincarboxamid